CC1(NC(CC(C1)C1=NC(=NC=C1)N)(C)C)C 4-(2,2,6,6-tetramethylpiperidin-4-yl)pyrimidin-2-amine